2-ethyl-4-phenylthiazol C(C)C=1SC=C(N1)C1=CC=CC=C1